BrC=1C=C2C=NC(=NC2=C(C1)CC)F 6-bromo-8-ethyl-2-fluoroquinazoline